(2,2-Dichloro-3,3-dimethylcyclopropyl)methanol ClC1(C(C1(C)C)CO)Cl